COC1=C(C=CC(=C1)S(=O)(=O)C)NC=1N=C(C2=C(N1)NC=C2)NCCC N2-(2-methoxy-4-(methylsulfonyl)phenyl)-N4-propyl-7H-pyrrolo[2,3-d]pyrimidine-2,4-diamine